1,6-diphenyl-1,3,5-hexatriene C1(=CC=CC=C1)C=CC=CC=CC1=CC=CC=C1